(E)-2,3,6-trimethyl-5-(2-(6-nitrobenzo[d]thiazol-2-yl)vinyl)-1H,7H-pyrazolo[1,2-a]pyrazole-1,7-dione CC1=C(N2N(C(C(=C2\C=C\C=2SC3=C(N2)C=CC(=C3)[N+](=O)[O-])C)=O)C1=O)C